phenyl (5-(tert-butyl)-2-methoxy-3-(methylsulfonamido)phenyl)carbamate C(C)(C)(C)C=1C=C(C(=C(C1)NC(OC1=CC=CC=C1)=O)OC)NS(=O)(=O)C